N-(2-aminoethyl)quinolin-8-amine NCCNC=1C=CC=C2C=CC=NC12